C(C)(C)(C)OC(N(C1=CC(=CC=C1)CO)CC1=C(C=CC(=C1)CN1C2=NC(=NC(=C2N=C1Br)N)F)Br)=O (5-((6-amino-8-bromo-2-fluoro-9H-purin-9-yl)methyl)-2-bromobenzyl)(3-(hydroxymethyl)phenyl)carbamic acid tert-butyl ester